C1(CCCC1)N1N=CC(=C1)OC1CN(C1)C=1N=C(C2=C(N1)C(N(C(=N2)C(F)(F)F)C)=O)C2=C(C=C(C#N)C=C2)F 4-(2-(3-((1-cyclopentyl-1H-pyrazol-4-yl)oxy)azetidin-1-yl)-7-methyl-8-oxo-6-(trifluoromethyl)-7,8-dihydropyrimido[5,4-d]pyrimidin-4-yl)-3-fluorobenzonitrile